C(CCC)P(O)(=O)CCC1CCCC1 butyl-(cyclopentylethyl)phosphinic acid